5-((3-cyano-4,5,6,7-tetrahydrobenzo[b]thiophen-2-yl)amino)-5-oxopentanoic acid C(#N)C=1C2=C(SC1NC(CCCC(=O)O)=O)CCCC2